2-bromo-3,5-diacetoxyacetophenone CC(=O)OC1=CC(=CC(=C1)C(=O)CBr)OC(=O)C